18-bromooctadecane-6,9-diene BrCCCCCCCCC=CCC=CCCCCC